C(C)(C)(C)N(C(O)=O)C1=CC=C(C=C1)OCCOCCS.O(C1=CC=CC=C1)CC(CNC1=CC=C(C=C1)NCC(COC1=CC=CC=C1)S)S 1,4-bis(3-phenoxy-2-mercaptopropylamino)benzene tert-butyl-(4-(2-(2-mercaptoethoxy)ethoxy)phenyl)carbamate